C[C@H]1[C@@H](CC(OC1)=O)C1=CC=CC=C1 (4r,5s)-5-methyl-4-phenyl-oxan-2-one